methyl 2-(3-bromo-1H-indol-1-yl)acetate BrC1=CN(C2=CC=CC=C12)CC(=O)OC